ClC=1C(=C(CNC(CN(C(CN2N=C(C3=CC=CC=C23)C(=O)N)=O)C2CC(C2)C#N)=O)C=CC1)F 1-(2-((2-((3-chloro-2-fluorobenzyl)amino)-2-oxoethyl)(3-cyanocyclobutyl)amino)-2-oxoethyl)-1H-indazole-3-carboxamide